8-fluoro-1,3,4,5-tetrahydro-azepino[5,4,3-cd]indol-6-one FC=1C=C2C=3C(=CNC3C1)CCNC2=O